C(CCC)(=O)OC=1C=NC=CC1 pyridin-3-yl butyrate